2-(7-bromo-8-((2s,5r)-2,5-dimethyl-4-(1-(3-methylquinoxalin-6-yl)ethyl)piperazin-1-yl)-5-methyl-6-oxo-5,6-dihydroimidazo[1,2-b]pyridazin-2-yl)acetonitrile BrC1=C(C=2N(N(C1=O)C)C=C(N2)CC#N)N2[C@H](CN([C@@H](C2)C)C(C)C=2C=C1N=C(C=NC1=CC2)C)C